bis(diethylamino)cyclopentadienyl-(t-butylimino)tantalum C(C)N(CC)[Ta](=NC(C)(C)C)(C1C=CC=C1)N(CC)CC